C[S@@](=O)(=N)C1=C(C(=O)N)C=CC=N1 ((S)-S-methylsulfonimidoyl)nicotinamide